[C@H]12CC(C[C@H](CC1)N2)N(C2=CC=C(N=N2)C2=C(C=C(C=C2)C=2OC(=CN2)C)O)C 2-(6-(((1R,3s,5S)-8-azabicyclo[3.2.1]octan-3-yl)(methyl)amino)pyridazin-3-yl)-5-(5-methyloxazol-2-yl)phenol